CC(CC(=O)OC(COC(CCCCCCC\C=C/CCCCCCCC)=O)COC(CCCCCCC\C=C/CCCCCCCC)=O)CCCCC(=O)[O-] 1-(1,3-bis(oleoyloxy) propan-2-yl) 3-methyloctanedioate